F[B-](F)(F)F.BrC1=[N+](C=CC=C1)CC Bromo-1-ethyl-pyridinium tetrafluoroborate